C(C1=CC=CC=C1)N1C(=CC(=C1)C1=C(C=CC(=C1)F)F)[C@@H](C(C)(C)C)N(CCCNC([C@@H](N)C)=O)C(CO)=O N-{3-[{(1R)-1-[1-benzyl-4-(2,5-difluorophenyl)-1H-pyrrol-2-yl]-2,2-dimethylpropyl}(hydroxyacetyl)amino]propyl}-L-alaninamide